[N+](=O)([O-])C1=CC=C2C(=CNC2=C1)CC1=CNC=2C=CC=C(C12)C=O 3-((6-nitro-1H-indol-3-yl)methyl)-1H-indol-4-aldehyde